para-ethyl-(methyl)styrene tert-butyl-(4-(2-(2,6-dioxopiperidin-3-yl)-1-oxoisoindolin-4-yl)but-3-yn-1-yl)carbamate C(C)(C)(C)N(C(O)=O)CCC#CC1=C2CN(C(C2=CC=C1)=O)C1C(NC(CC1)=O)=O.C(C)C1=CC=C(C=CC)C=C1